C(C)(=O)C1(COCC1)Cl 3-acetyl-3-chlorodihydrofuran